5-chloro-2-[(4-methylpiperazin-1-yl)methyl]-7,8-dihydro-6H-spiro[[1,3]oxazolo[5,4-f]quinazoline-9,1'-cyclohexane]-7-one ClC=1C=C2C(=C3C1NC(NC31CCCCC1)=O)OC(=N2)CN2CCN(CC2)C